ClC1=CC=C(C=C1)CS(=O)(=O)NC=1C=2C3=C(C(N(C3=CC1)CC)=O)C=CC2 (4-chlorophenyl)-N-(1-ethyl-2-oxo-1,2-dihydrobenzo[cd]indol-6-yl)methanesulfonamide